4-(2-(5-chloro-1-(tetrahydro-2H-pyran-2-yl)indazol-6-yl)vinyl)thiazole ClC=1C=C2C=NN(C2=CC1C=CC=1N=CSC1)C1OCCCC1